BrC=1C=2N(C=CC1)C(=C(N2)NC(OC(C)(C)C)=O)C(F)(F)F tert-butyl N-[8-bromo-3-(trifluoromethyl)imidazo[1,2-a]pyridin-2-yl]carbamate